N1=CN=CC=2NC(C3(NC12)CCC3)=O 5',8'-dihydro-6'H-spiro[cyclobutan-1,7'-pteridine]-6'-one